(S)-2-(4-(2-hydroxy-1-phenylethylamino)-5-(1,3,4-oxadiazol-2-yl)pyridin-2-ylamino)-7,7-dimethyl-7,8-dihydro-5H-pyrano[4,3-b]pyridin-5-one OC[C@H](C1=CC=CC=C1)NC1=CC(=NC=C1C=1OC=NN1)NC1=CC=C2C(=N1)CC(OC2=O)(C)C